(6-hydroxy-2-(4-hydroxyphenyl)benzo[b]thiophen-3-yl)(4-((1-(propylsulfonyl)piperidin-4-yl)oxy)phenyl)methanone OC=1C=CC2=C(SC(=C2C(=O)C2=CC=C(C=C2)OC2CCN(CC2)S(=O)(=O)CCC)C2=CC=C(C=C2)O)C1